6-bromo-3,5-dimethylbenzo[d]isoxazole BrC1=CC2=C(C(=NO2)C)C=C1C